BrC=1C(=NN(C1CC=1C(=NC=CC1)C1=C(C=C(C=C1)F)[C@@H](C)O)C(=O)N(C)C)CC (R)-4-bromo-3-ethyl-5-((2-(4-fluoro-2-(1-hydroxyethyl)phenyl)pyridin-3-yl)methyl)-N,N-dimethyl-1H-pyrazole-1-carboxamide